(R)-N-(5-(5-(difluoromethyl)-1,2,4-oxadiazol-3-yl)-2,3-dihydro-1H-inden-1-yl)-2-methyl-2H-tetrazole-5-carboxamide FC(C1=NC(=NO1)C=1C=C2CC[C@H](C2=CC1)NC(=O)C=1N=NN(N1)C)F